3-chloro-5-((1-((2-(4-fluorophenyl)-4-((4-methoxybenzyl)oxy)pyrimidin-5-yl)methyl)-6-oxo-4-(trifluoromethyl)-1,6-dihydropyrimidin-5-yl)oxy)benzonitrile ClC=1C=C(C#N)C=C(C1)OC1=C(N=CN(C1=O)CC=1C(=NC(=NC1)C1=CC=C(C=C1)F)OCC1=CC=C(C=C1)OC)C(F)(F)F